Sodium nickel manganate [Mn](=O)(=O)([O-])[O-].[Ni+2].[Na+]